1-(4-Hydroxyphenyl)-3-[4-(4-methylphenyl)sulfanyl-3-nitrophenyl]prop-2-en OC1=CC=C(C=C1)CC=CC1=CC(=C(C=C1)SC1=CC=C(C=C1)C)[N+](=O)[O-]